N-{[5-chloro-6-(5,6,7,8-tetrahydroimidazo[1,2-a]pyridin-6-ylmethoxy)pyridin-3-yl]sulfonyl}-2-(1H-pyrrolo[2,3-b]pyridin-5-yloxy)benzamide ClC=1C=C(C=NC1OCC1CCC=2N(C1)C=CN2)S(=O)(=O)NC(C2=C(C=CC=C2)OC=2C=C1C(=NC2)NC=C1)=O